C(C1=CC=CC=C1)(C1=CC=CC=C1)N1CC(C1)=C(CO)Cl 2-(1-benzhydrylazetidin-3-ylidene)-2-chloroethan-1-ol